1-[(4-{3-azabicyclo[3.1.0]hex-3-yl}-3,5-dicyanophenyl)methyl]-1H-pyrazole-4-carboxylic acid ethyl ester C(C)OC(=O)C=1C=NN(C1)CC1=CC(=C(C(=C1)C#N)N1CC2CC2C1)C#N